C1(=CC=CC=C1)N(C1=NC(=NC(=N1)NC1=CC=CC=C1)N)C1=CC=CC=C1 N,N',N-triphenyl-melamine